C(C)OC(=O)C=1N=C(OC1C1=CC=CC=C1)C1=CC(=CC=C1)OC 2-(3-methoxyphenyl)-5-phenylOxazole-4-carboxylic acid ethyl ester